1-((3R,4S)-4-(3-((4-amino-5-(4-chloro-3-methoxyphenyl)-7-methyl-7H-pyrrolo[2,3-d]pyrimidin-6-yl)ethynyl)azetidin-1-yl)-3-fluoropiperidin-1-yl)prop-2-en-1-one NC=1C2=C(N=CN1)N(C(=C2C2=CC(=C(C=C2)Cl)OC)C#CC2CN(C2)[C@@H]2[C@@H](CN(CC2)C(C=C)=O)F)C